4,5,6,7-tetrahydro-1H-1,3-benzodiazole N1C=NC2=C1CCCC2